N-[4-methylsulfanyl-6-(o-tolyl)pyrimidin-2-yl]-3-nitro-benzenesulfonamide CSC1=NC(=NC(=C1)C1=C(C=CC=C1)C)NS(=O)(=O)C1=CC(=CC=C1)[N+](=O)[O-]